O=C1C(O)=C([O-])[C@@H](O1)[C@H](O)CO.[Ca+2].O=C1C(O)=C([O-])[C@@H](O1)[C@H](O)CO calcium D-ascorbate